CC(C(C)C1=C(C=CC=C1)C)OC([C@H](C)NC(=O)C1=NC=CC(=C1OC(C)=O)OC)=O (2S)-2-[(3-acetoxy-4-methoxy-pyridine-2-carbonyl)amino]propionic acid [1-methyl-2-(o-tolyl) propyl] ester